2-[4-(diethylamino)-2-hydroxybenzoyl]-benzoic acid C(C)N(C1=CC(=C(C(=O)C2=C(C(=O)O)C=CC=C2)C=C1)O)CC